tert-butyl (E)-(((tert-butoxycarbonyl)amino)(3-(3-(4-(octyloxy)-3-(trifluoromethyl)phenyl)-1,2,4-oxadiazol-5-yl)azetidin-1-yl)methylene)carbamate C(C)(C)(C)OC(=O)N/C(/N1CC(C1)C1=NC(=NO1)C1=CC(=C(C=C1)OCCCCCCCC)C(F)(F)F)=N\C(OC(C)(C)C)=O